1-AMINONAPHTHALENE-3-CARBOXALDEHYDE NC1=CC(=CC2=CC=CC=C12)C=O